FC1=C(C=C(C(=C1)F)C1=NC=NC2=CC(=CC=C12)N1CCOCC1)C(C=1C=CC(N(N1)C)=O)O 6-{[2,4-Difluoro-5-(7-morpholin-4-yl-quinazolin-4-yl)-phenyl]hydroxy-methyl}-2-methyl-2H-pyridazin-3-one